3-chloro-4-hydroxybutenoic acid ClC(=CC(=O)O)CO